CC=1C(=NN(N1)C(C1=CC=CC=C1)(C1=CC=CC=C1)C1=CC=CC=C1)CO (5-Methyl-2-trityl-2H-1,2,3-triazol-4-yl)methanol